trans-3,4-Decandiol CCC(C(CCCCCC)O)O